C(CCCCCCCCCCCCCCCCC)(=O)OCC(COC(CCCCCCCCCCCCCCCCC)=O)OC(CCCCCCCCCCCCCCCCC)=O propane-1,2,3-triyl trioctadecanoate